C(C)(C)(C)OC(=O)N1CCCC2=CC=C(N=C12)CCCCC=O 7-(5-oxo-pentyl)-3,4-dihydro-1,8-naphthyridine-1(2H)-carboxylic acid tert-butyl ester